NCCN(CCNC1=NC(=NC(=N1)NCCC[Si](OCC)(OCC)OCC)NCCN(CCN)CCN)CCN bis{2-[bis-(2-aminoethyl)amino]ethyl}-6-(3-triethoxysilylpropyl)amino-1,3,5-triazine-2,4-diamine